(S)-9,10-difluoro-6-(((1-(6-nitropyridin-3-yl)piperidin-3-yl)(pyridin-2-ylmethyl)amino)methyl)-2,3-dihydro-7H-[1,4]oxazino[2,3,4-ij]quinolin FC=1C=C2CC(=CN3C2=C(C1F)OCC3)CN(CC3=NC=CC=C3)[C@@H]3CN(CCC3)C=3C=NC(=CC3)[N+](=O)[O-]